(3S)-3-{[5-(2-chloropyridin-3-yl)-1-cyclopentyl-1H-pyrazol-3-yl]formamido}-5-(3,3-difluoropiperidin-1-yl)pentanoic acid ClC1=NC=CC=C1C1=CC(=NN1C1CCCC1)C(=O)N[C@H](CC(=O)O)CCN1CC(CCC1)(F)F